4-(4-aminophenoxy)-2-hexylbenzenamine NC1=CC=C(OC2=CC(=C(C=C2)N)CCCCCC)C=C1